CC=1N=C(SC1CCO)NC=1C=NC(=NC1)C 2-(4-methyl-2-((2-methylpyrimidin-5-yl)amino)thiazol-5-yl)ethanol